bisethylhexylhydroxy dimethoxybenzylmalonate COC(C1=CC=CC=C1)(C(C(=O)OOC(CCCCC)(CC)CC)C(=O)[O-])OC